Cl.N[C@H](CCCNC(N)=N)C(=O)O D-arginine-HCl